3-{[(4aS,7R,7aR)-4-methyloctahydrocyclopenta[b][1,4]oxazin-7-yl]oxy}-5-(5-methyl-1,3-thiazol-2-yl)-N-{(1R)-1-[2-(trifluoromethyl)pyrimidin-5-yl]ethyl}benzamide CN1[C@@H]2[C@@H](OCC1)[C@@H](CC2)OC=2C=C(C(=O)N[C@H](C)C=1C=NC(=NC1)C(F)(F)F)C=C(C2)C=2SC(=CN2)C